C(C)OC(CC(NC1=CC=NC=C1)=O)=O 3-oxo-3-(pyridin-4-ylamino)propionic acid ethyl ester